FC1=CC=C(C=C1)[C@@H]1[C@H]([C@@]2(N3NC(C[C@H]31)=O)C(N(C3=CC=CC=C32)CC3=CC=CC=C3)=O)C(C3=CC=C(C=C3)[N+](=O)[O-])=O |r| (+-)-(3S,3a'S,4'S,5'R)-4'-(4-fluorophenyl)-5'-(4-nitrobenzoyl)-1-benzyl-3',3a',4',5'-tetrahydrospiro[indoline-3,6'-pyrrolo[1,2-b]Pyrazole]-2,2'(1'h)-dione